OCCOC1=CC(=NC=C1)C=1N=C(C2=C(N1)CCC2)N(CC(=O)N)C 2-({2-[4-(2-hydroxyethoxy)pyridin-2-yl]-5H,6H,7H-cyclopenta[d]pyrimidin-4-yl}(methyl)amino)acetamide